N-(4-Carboxy-6'-(diethylamino)-3-oxo-3H-spiro[isobenzofuran-1,9'-xanthen]-3'(9a'H)-ylidene)-N-ethylethanaminium C(=O)(O)C1=C2C(OC3(C4=CC=C(C=C4OC4=CC(C=CC34)=[N+](CC)CC)N(CC)CC)C2=CC=C1)=O